(2S)-2-[4-bromo-2-(4-butoxy-4,5-dihydroisoxazol-3-yl)phenoxy]butanoic acid methyl ester COC([C@H](CC)OC1=C(C=C(C=C1)Br)C1=NOCC1OCCCC)=O